3,6-diallyl-catechol C(C=C)C1=C(C(O)=C(C=C1)CC=C)O